C1(=CC=CC=C1)C1(C2=CC=CC=C2C=2C=C(C=CC12)B(O)O)C1=CC=CC=C1 (9,9'-diphenyl-9H-fluoren-3-yl)boronic acid